tert-butyl (R)-7-(4-(2-(2-aminopyridin-3-yl)-5-phenyl-3H-imidazo[4,5-b]pyridin-3-yl)benzyl)-2,7-diazaspiro[4.4]nonane-2-carboxylate NC1=NC=CC=C1C1=NC=2C(=NC(=CC2)C2=CC=CC=C2)N1C1=CC=C(CN2C[C@]3(CCN(C3)C(=O)OC(C)(C)C)CC2)C=C1